N=1C=C(N2N=CC=CC21)C#CC2=C(C=C(C=1C(=NOC12)NC1=CC(=CC=C1)C(F)(F)F)C)C 7-(imidazo[1,2-b]pyridazin-3-ylethynyl)-4,6-dimethyl-N-(3-(trifluoromethyl)phenyl)benzo[d]isoxazol-3-amine